CC=1OC(=CN1)CC(=O)NC1=NNC(=C1)[C@@H]1C[C@@H](CC1)N(C([O-])=O)[C@H]1[C@H](CCC1)C (1R,3S)-3-(3-{[(2-methyl-1,3-oxazol-5-yl)acetyl]-amino}-1H-pyrazol-5-yl)cyclopentyl[(1R,2S)-2-methylcyclopentyl]carbamate